(4-chlorophenyl)-6-(4-(3,4-dichlorophenyl)piperazin-1-yl)-2-(pyridin-3-yl)pyrimidine ClC1=CC=C(C=C1)C1=NC(=NC(=C1)N1CCN(CC1)C1=CC(=C(C=C1)Cl)Cl)C=1C=NC=CC1